ClC1=CC2=C(N=C(N=C2NCC2=NC=CC=C2)N2CCN(CC2)C)C=N1 6-chloro-2-(4-methylpiperazin-1-yl)-N-(pyridin-2-ylmethyl)pyrido[3,4-d]pyrimidin-4-amine